5-(1-(1-methylpyrrolidin-3-yl)-1H-pyrrolo[2,3-B]pyridin-4-yl)-2,3-dihydro-1H-inden-4-amine CN1CC(CC1)N1C=CC=2C1=NC=CC2C2=C(C=1CCCC1C=C2)N